C(CCCCCCC)OC(CCCCCCC(CC)OC(C)=O)OCCCCCCCC 10,10-dioctyloxy-3-acetyloxydecane